8-glycidooxyoctyl-trimethoxysilane C(C1CO1)OCCCCCCCC[Si](OC)(OC)OC